C(C)(C)(C)OC(=O)N1[C@@]2([C@@H]3[C@@H]([C@@H](C1)C[C@H]2CN3CC(C)C)CCC(=O)OC)C(NCC3=CC=CC=C3)=O |o1:8,9,10,11,14| (3S*,3aS*,6S*,7R*,7aS*)-3a-(benzylcarbamoyl)-1-isobutyl-7-(3-Methoxy-3-oxopropyl)octahydro-4H-3,6-methanopyrrolo[3,2-b]Pyridine-4-carboxylic acid Tert-butyl ester